2-(4,5-dimethyl-1,3,2-dioxaborolan-2-yl)-4-(methyl-d3)benzoic acid methyl ester COC(C1=C(C=C(C=C1)C([2H])([2H])[2H])B1OC(C(O1)C)C)=O